C(C1=CC=CC=C1)OC=1C=C2CCC(C(C2=CC1)=O)=CC1CC1 6-(Benzyloxy)-2-(cyclopropylmethylidene)-3,4-dihydronaphthalene-1(2H)-one